C(C)OC=1C=C(C=2N(C1)N=C1C2C=NN1)C=1C=CC(=NC1)N1C[C@@H](CCC1)O (3R,4S)-1-(5-(6-ethoxy-1H-pyrazolo[3',4':3,4]pyrazolo[1,5-a]pyridin-4-yl)pyridin-2-yl)-piperidine-3-ol